N-(1-(cyclopentylmethyl)-3-methyl-1H-pyrrolo[2,3-b]pyridin-5-yl)acrylamide C1(CCCC1)CN1C=C(C=2C1=NC=C(C2)NC(C=C)=O)C